ON=C1[C@@H](OC(C12CCN(CC2)C(=O)OC(C)(C)C)=O)C tert-butyl (S)-4-(hydroxyimino)-3-methyl-1-oxo-2-oxa-8-azaspiro[4.5]decane-8-carboxylate